C1(CC1)N1C(=NC2=C1C(=C(C=C2)F)F)N2C=NC1=C2C=CC(=C1)N 1'-cyclopropyl-6',7'-difluoro-1'H-[1,2'-bibenzo[d]imidazole]-5-amine